(2S,7R)-N-((R)-1-cyano-2-(6-(3-methyl-2-oxo-2,3-dihydrobenzo[d]oxazol-5-yl)-1H-indol-2-yl)ethyl)-7-methoxy-1,4-oxazocane-2-carboxamide C(#N)[C@@H](CC=1NC2=CC(=CC=C2C1)C=1C=CC2=C(N(C(O2)=O)C)C1)NC(=O)[C@H]1OC[C@@H](CCNC1)OC